2'-chloro-N-(5-(5-chloro-4-methylpyrimidine-2-carbonyl)-5,6-dihydro-4H-pyrrolo[3,4-d]thiazol-2-yl)-5'-methoxy-6-methyl-[4,4'-bipyridine]-3-carboxamide ClC1=NC=C(C(=C1)C1=C(C=NC(=C1)C)C(=O)NC=1SC2=C(N1)CN(C2)C(=O)C2=NC=C(C(=N2)C)Cl)OC